C1(CC1)CN(C1=C(C(=O)NC=2SC(=C(N2)C)C)C=C(C=C1)S(=O)(=O)N1CCOCC1)C 2-((cyclopropylmethyl)(methyl)amino)-N-(4,5-dimethylthiazol-2-yl)-5-(morpholinosulfonyl)benzamide